CC(=O)N[C@@H]1[C@H](C[C@@](O[C@H]1[C@@H]([C@@H](COC(=O)C)O)O)(C(=O)O)O[C@H]2[C@H]([C@H](O[C@H]([C@@H]2O)O[C@@H]3[C@H](O[C@H]([C@@H]([C@H]3O)NC(=O)C)O)CO)CO)O)O The molecule is a linear amino trisaccharide comprising an N,9-O-diacetyl-alpha-neuraminyl residue (2->3)-linked to a beta-D-galactosyl residue, which is in turn linked (1->4) to N-acetyl-beta-D-glucosamine. It has a role as an epitope. It is an amino trisaccharide and a glucosamine oligosaccharide.